O1C(=NC=C1)C1=CC=C(C=C1)N1[C@H](CCC1)C=1N=C(SC1)N 4-[(2R)-1-[4-(1,3-oxazol-2-yl)phenyl]pyrrolidin-2-yl]-1,3-thiazol-2-amine